2,6,10,14-tetramethylhexadecane CC(C)CCCC(CCCC(CCCC(CC)C)C)C